COC1=CC=C(C=C1)C1=C(NC=2N(C1=O)N=C(C2C2=CC=CC=C2)C2=NC=CC=C2)NC2=NC=CC=C2 6-(4-methoxyphenyl)-3-phenyl-2-(pyridin-2-yl)-5-(pyridin-2-ylamino)pyrazolo[1,5-a]pyrimidin-7(4H)-one